Methyl-(3R,6S)-1-(2-(2,3-dihydrobenzo[b][1,4]dioxin-6-yl)acetyl)-6-methylpiperidine CC1N([C@H](CCC1)C)C(CC1=CC2=C(OCCO2)C=C1)=O